C(N)([O-])=O.[V+5].C(N)([O-])=O.C(N)([O-])=O.C(N)([O-])=O.C(N)([O-])=O vanadium carbamate